CC1=CC=C(C=C1)S(=O)(=O)OCC(C(C)O[Si](C)(C)C(C)(C)C)N(CC(F)F)C(=O)OCC1=CC=CC=C1 2-(((Benzyloxy)carbonyl)(2,2-difluoroethyl)amino)-3-((tert-butyldimethylsilyl)oxy)butyl 4-methylbenzenesulfonate